ClC1=NC=C(C=N1)C1=CC=C(C(=N1)OC)NC(=O)C=1C(=NOC1C)C1=CC=CC=C1 [6-(2-chloropyrimidin-5-yl)-2-methoxy-3-pyridinyl]-5-methyl-3-phenyl-isoxazole-4-carboxamide